(1H-benzo[d]imidazol-5-yl)(2-methyl-3-phenyl-2,4,5,7-tetrahydro-6H-pyrazolo[3,4-c]pyridin-6-yl)methanone N1C=NC2=C1C=CC(=C2)C(=O)N2CC=1C(CC2)=C(N(N1)C)C1=CC=CC=C1